NC(=O)C1N(CCNC1)C(=O)OC(C)(C)C 2-(aminocarbonyl)-1-piperazinecarboxylic acid, 1,1-dimethylethyl ester